Methyl 2-(cyclopropylmethoxy)-4-nitrobenzoate C1(CC1)COC1=C(C(=O)OC)C=CC(=C1)[N+](=O)[O-]